C(C)(C)(C)C1N(CCN(C1)C1=NC=C(C=C1)OC1=NC(=CC(=C1)CN1CCC(CC1)CNC(C)=O)C1=CC(=CC(=C1)F)Cl)C(=O)O.NCCCO[Si](OCC)(OCC)OCC aminopropyl-triethoxysilanol tert-Butyl-4-(5-((4-((4-(acetamidomethyl)piperidin-1-yl)methyl)-6-(3-chloro-5-fluorophenyl)pyridin-2-yl)oxy)pyridin-2-yl)piperazine-1-carboxylate